COC(=O)C=1C(=NN(C1C(=O)OC)C1=CC=C(C=C1)F)C(F)(F)F 1-(4-fluorophenyl)-3-(trifluoromethyl)-1H-pyrazole-4,5-dicarboxylic acid dimethyl ester